d-quinic acid C1[C@H](C([C@@H](CC1(C(=O)O)O)O)O)O